FC1=C(C=C(C=C1)C1=NN=C(O1)N=C(SC)SC)OC Dimethyl (5-(4-fluoro-3-methoxyphenyl)-1,3,4-oxadiazol-2-yl)carbonimidodithioate